FC1=C(C(=O)N([C@H]2CN(CCC2)C(=O)OC(C)(C)C)C2=NC=CC3=C2C=C(S3)C#CC3=CC=NC=C3)C=CC(=C1)N1N=NC=3C1=NC=CC3 tert-butyl (3R)-3-[[2-fluoro-4-(triazolo[4,5-b]pyridin-3-yl)benzoyl]-[2-[2-(4-pyridyl) ethynyl]thieno[3,2-c]pyridin-4-yl]amino]piperidine-1-carboxylate